methyl 6-amino-4-(2-(aminomethyl) phenyl)-7-(3-methoxy-2,6-dimethylphenyl)-2-methyl-7H-pyrrolo[2,3-d]pyrimidine-5-carboxylate NC1=C(C2=C(N=C(N=C2C2=C(C=CC=C2)CN)C)N1C1=C(C(=CC=C1C)OC)C)C(=O)OC